F[C@H]1CC2=C(C=3CCCC3C(=C2C1)NC(=O)N=[S@](=O)(N)C=1C=NN2C1OC[C@H](C2)OC)F (R,6S)-N'-(((R)-2,8-difluoro-1,2,3,5,6,7-hexahydro-s-indacen-4-yl)carbamoyl)-6-methoxy-6,7-dihydro-5H-pyrazolo[5,1-b][1,3]oxazine-3-sulfonimidamide